(R)-1-(2-chloro-5-fluoropyridin-3-yl)ethyl (4-(5-(1-(difluoromethyl)cyclopropane-1-carboxamido)pyridin-2-yl)-1-methyl-1H-1,2,3-triazol-5-yl)carbamate FC(C1(CC1)C(=O)NC=1C=CC(=NC1)C=1N=NN(C1NC(O[C@H](C)C=1C(=NC=C(C1)F)Cl)=O)C)F